C(C)(C)(C)OC(=O)N1CCN(CC1)C=1N=C2C(=NC1C)CN(CC2)C(=O)OCC[Si](C)(C)C 2-trimethylsilylethyl 2-(4-tert-butoxycarbonylpiperazin-1-yl)-3-methyl-7,8-dihydro-5H-pyrido[3,4-b]pyrazine-6-carboxylate